[4-[3-hydroxy-3-(piperazin-1-ylmethyl)cyclobutyl]-3-methyl-2-oxo-benzoimidazol-1-yl]piperidine-2,6-dione OC1(CC(C1)C1=CC=CC=2N(C(N(C21)C)=O)N2C(CCCC2=O)=O)CN2CCNCC2